4,7,10-triazacyclododecane C1CCNCCNCCNCC1